4-(2-cyanopropan-2-yl)-N-(5-(7-((4-methoxybenzyl)amino)-1,6-naphthyridin-3-yl)-6-methylpyridin-3-yl)picolinamide C(#N)C(C)(C)C1=CC(=NC=C1)C(=O)NC=1C=NC(=C(C1)C=1C=NC2=CC(=NC=C2C1)NCC1=CC=C(C=C1)OC)C